3-(2-((5-hydroxyadamantan-2-yl)amino)-4-((5-methyl-1H-pyrazol-3-yl)amino)-7H-pyrrolo[2,3-d]pyrimidin-7-yl)propionitrile OC12CC3C(C(CC(C1)C3)C2)NC=2N=C(C3=C(N2)N(C=C3)CCC#N)NC3=NNC(=C3)C